C(C)OC=1C=C(C=CC1OC)[C@@H](CS(=O)(=O)C)N1C(C2=CC(=CC(=C2C1=O)NC(C)=O)CCCCCO)=O (S)-N-(2-(1-(3-ethoxy-4-methoxyphenyl)-2-(methylsulfonyl)ethyl)-6-(5-hydroxypentyl)-1,3-dioxoisoindolin-4-yl)acetamide